(S)-8-chloro-1-(2,6-dichlorophenyl)-5-(2,3-dihydroxypropyl)-2-(hydroxymethyl)-1,6-naphthyridin-4(1H)-one ClC=1C=NC(=C2C(C=C(N(C12)C1=C(C=CC=C1Cl)Cl)CO)=O)C[C@@H](CO)O